C1C(CC2=CC=CC=C12)NC(=O)C=1C(=NC=CN1)NC(=O)N1CCN(CC1)S(=O)(=O)NC(OCCN1C=NC2=CC=CC=C2C1=O)=O 2-(4-oxoquinazolin-3(4H)-yl)ethyl ((4-((3-((2,3-dihydro-1H-inden-2-yl)carbamoyl)pyrazin-2-yl)carbamoyl)piperazin-1-yl)sulfonyl)carbamate